CC(=CC(=O)O)\C=C\C=C(\C=C\C1=C(CCCC1(C)C)C)C 3,7-dimethyl-9-(2,6,6-trimethyl-1-cyclohexenyl)-2cis-4trans-6trans-8trans-nonatetraenoic acid